C(C)OC1CCC(CC1)NC(=O)C1=NC(=NC=C1)N1C=NC=C1 N-(4-ethoxycyclohexyl)-2-(1H-imidazol-1-yl)pyrimidine-4-carboxamide